ClC=1C=C2C(=C3C1NC(NC31CCCCC1)=O)OC(=N2)CN2C[C@@H](CCC2)OC 5-chloro-2-{[(3R)-3-methoxypiperidin-1-yl]methyl}-7,8-dihydro-6H-spiro[[1,3]oxazolo[5,4-f]quinazoline-9,1'-cyclohexane]-7-one